oxolan-3-yl octadecanoate C(CCCCCCCCCCCCCCCCC)(=O)OC1COCC1